3,5-dimethylpyrazine-2-carboxylic acid CC=1C(=NC=C(N1)C)C(=O)O